O1CCN(CC1)C=1C2=C(N=C(N1)C=1C=C(C=CC1)NC(=O)C1CCN(CC1)C(=O)OC)C=C(S2)C=2C=NC=CC2 methyl 4-((3-(4-morpholino-6-(pyridin-3-yl)thieno[3,2-d]pyrimidin-2-yl)phenyl)carbamoyl)piperidine-1-carboxylate